ClC1=C(C=C(C=C1)F)C1NC(C2=C3C=CC(=NC3=CC(=C21)NC(C2=CC(=CC(=C2)C(F)(F)F)F)=O)O)=O N-(3-(2-chloro-5-fluorophenyl)-7-hydroxy-1-oxo-2,3-dihydro-1H-pyrrolo[3,4-f]quinolin-4-yl)-3-fluoro-5-(trifluoromethyl)benzamide